COC([C@@H](NS(=O)(=O)C1=CC=C(C)C=C1)CCOS(=O)(=O)C1=CC=C(C)C=C1)=O N,O-di-p-toluenesulfonyl-L-homoserine methyl ester